(4-(2-(9'H-[9,3':6',9''-tercarbazol]-9'-yl)pyridin-5-yl)phenyl)(phenyl)methanone C1=CC=CC=2C3=CC=CC=C3N(C12)C=1C=CC=2N(C3=CC=C(C=C3C2C1)N1C2=CC=CC=C2C=2C=CC=CC12)C1=NC=C(C=C1)C1=CC=C(C=C1)C(=O)C1=CC=CC=C1